1-(3-fluorophenyl)propane-1,2-dione FC=1C=C(C=CC1)C(C(C)=O)=O